titanium boron nitrogen [N].[B].[Ti]